bis(tert-butyloxycarbonyloxy) oxide C(C)(C)(C)OC(=O)OOOC(=O)OC(C)(C)C